C(OC1=CC=C(C=C1)[N+](=O)[O-])(OCC1=CC=C(C=C1)NC(CCOCCOCCOCCOCCOCC#C)=O)=O 4-nitrophenyl [4-(4,7,10,13,16-pentaoxanonadec-18-ynamido)phenyl]methyl carbonate